C(C)(C)(C)OC(=O)NC1CCC2(CC2C(=O)OCC)CC1 ethyl 6-((tert-butoxycarbonyl)amino)spiro[2.5]octane-1-carboxylate